(2S,4S)-1-(9H-fluoren-9-ylmethoxycarbonyl)-4-tetrahydropyran-2-yloxy-pyrrolidine-2-carboxylic acid C1=CC=CC=2C3=CC=CC=C3C(C12)COC(=O)N1[C@@H](C[C@@H](C1)OC1OCCCC1)C(=O)O